OC1=C(C=C(C=C1)CC(=O)OC)[N+](=O)[O-] Methyl 2-(4-hydroxy-3-nitrophenyl)acetate